FC1=CC2=C(SCC(N2CCC(=O)NC2=NN=C(N2)C2=NC=CC=C2)=O)C=C1F 3-(6,7-DIFLUORO-3-OXO-2H-BENZO[B][1,4]THIAZIN-4(3H)-YL)-N-(5-(PYRIDIN-2-YL)-4H-1,2,4-TRIAZOL-3-YL)PROPANAMIDE